2-(3-(2-(5-((4,6-difluoro-1H-indol-5-yl)oxy)-2-fluorophenyl)-1-methyl-1H-imidazol-4-yl)-3-methyl-2,3-dihydrobenzofuran-7-yl)acetic acid FC1=C2C=CNC2=CC(=C1OC=1C=CC(=C(C1)C=1N(C=C(N1)C1(COC2=C1C=CC=C2CC(=O)O)C)C)F)F